NC(CC[C@@H](C1=CC=CC=C1)NC(=O)N1CC2=CC=CC(=C2CC1)N1CCC(CC1)(F)F)=O (S)-N-(4-Amino-4-oxo-1-phenylbutyl)-5-(4,4-difluoropiperidin-1-yl)-3,4-dihydroisoquinoline-2(1H)-carboxamide